BrC=1C(=C(C=CC1)O)SC1=CC=C(C=C1)OC 3-bromo-2-((4-methoxyphenyl)thio)phenol